C(C)(C)(C)[C@]12[C@@H]([C@@H](C[C@@H](CC1)N2)NC2=CN=C(N=N2)SC)F |r| racemic-tert-butyl-(1S,2R,3R,5R)-2-fluoro-3-((3-(methylthio)-1,2,4-triazin-6-yl)amino)-8-azabicyclo[3.2.1]octane